O([C@H]1[C@H](O)[C@@H](O)[C@H](O)[C@H](O1)CO)C1[C@H](O)[C@H](O)[C@@H](O)[C@@H](O1)C L-rhamnopyranosyl-(1→2) β-D-glucopyranoside